The molecule is a carbon oxoanion which is a monoanion obtained by the deprotonation of one of the hydroxy groups of squaric acid. It is a conjugate base of a squaric acid. It is a conjugate acid of a squarate. C1(=C(C(=O)C1=O)[O-])O